N-(3-((5-(4-(difluoromethyl)phenyl)-2-((1-methyl-1H-pyrazol-4-yl)amino)pyrimidin-4-yl)oxy)phenyl)acrylamide FC(C1=CC=C(C=C1)C=1C(=NC(=NC1)NC=1C=NN(C1)C)OC=1C=C(C=CC1)NC(C=C)=O)F